C[C@]12CC3(CC(C[C@@](C1)(C3)C)C2)NC(NC2=C(C=C(C(=O)N3C[C@H](CCC3)NS(=O)(=O)C)C=C2)F)=O N-[(S)-1-(4-{3-[(1r,3R,5S,7S)-3,5-dimethyladamantan-1-yl]ureido}-3-fluorobenzoyl)piperidine-3-yl]methanesulfonamide